3-(((2,5-Bis(trifluoromethyl)pyrazolo[1,5-a]pyrimidin-7-yl)amino)methyl)-3-(4-fluorophenyl)azetidine-1-sulfonamide FC(C1=NN2C(N=C(C=C2NCC2(CN(C2)S(=O)(=O)N)C2=CC=C(C=C2)F)C(F)(F)F)=C1)(F)F